(3R,4S)-4-(difluoromethyl)-1-methylpyrrolidin-3-yl 4-nitrobenzoate [N+](=O)([O-])C1=CC=C(C(=O)O[C@H]2CN(C[C@@H]2C(F)F)C)C=C1